BrCC(=O)NCCOCCOCCOCCOCCOCCOCCOCCOCCOCCOCCOCCOCCOCCOCCOCCOCCOCCOCCOCCOCCOCCOCCOCCOCCC(=O)O N-bromoacetyl-75-amino-4,7,10,13,16,19,22,25,28,31,34,37,40,43,46,49,52,55,58,61,64,67,70,73-tetracosaoxapentaheptacontanoic acid